C1(CC1)N(C=1C2=C(N=CN1)N(C=C2)C[C@@H]2[C@H](CN(CC2)CC(=O)N)F)CC2=CC=C(C=C2)C(F)(F)F |o1:14,15| rel-2-((3R,4R)-4-((4-(cyclopropyl(4-(trifluoromethyl)benzyl)amino)-7H-pyrrolo[2,3-d]pyrimidin-7-yl)methyl)-3-fluoropiperidin-1-yl)acetamide